C12CC(CC(CC1)N2)OC2=CC1=C(N=CN=C1NC1=C(C(=C(C=C1)OC1=CC=3N(C=C1)N=CN3)C)F)C=N2 6-((8-Azabicyclo[3.2.1]octan-3-yl)oxy)-N-(4-([1,2,4]triazolo[1,5-a]pyridin-7-yloxy)-2-fluoro-3-methylphenyl)pyrido[3,4-d]pyrimidin-4-amine